C([C@@H]1[C@H]([C@@H]([C@H]([C@H](O1)O[C@]2([C@H]([C@@H]([C@H](O2)CO)O)O)CO)O)O)O)O The molecule is a glycosyl glycoside formed by glucose and fructose units joined by an acetal oxygen bridge from hemiacetal of glucose to the hemiketal of the fructose. It has a role as an osmolyte, a sweetening agent, a human metabolite, an algal metabolite, a Saccharomyces cerevisiae metabolite, an Escherichia coli metabolite and a mouse metabolite.